isopropyl ((((1R,2R,4S)-3-oxo-1-azabicyclo[2.2.1]heptan-2-yl)methoxy)(phenoxy)phosphoryl)-L-alaninate O=C1[C@H](N2CC[C@H]1C2)COP(=O)(OC2=CC=CC=C2)N[C@@H](C)C(=O)OC(C)C